C(C)OC(=O)[C@H]1[C@@H](C1)C(=O)C=1N=C2N(N1)[C@@H](C[C@@H]2F)C2=CC=CC=C2 Trans-2-((5S,7S)-7-fluoro-5-phenyl-6,7-dihydro-5H-pyrrolo[1,2-b][1,2,4]triazole-2-carbonyl)cyclopropanecarboxylic acid ethyl ester